7-((5-(4-methylpiperazin-1-yl)pyridin-2-yl)amino)-4-(4,5,6,7-tetrahydropyrazolo[1,5-a]pyridin-3-yl)-2,3-dihydro-1H-pyrrolo[3,4-c]pyridin-1-one CN1CCN(CC1)C=1C=CC(=NC1)NC=1C2=C(C(=NC1)C=1C=NN3C1CCCC3)CNC2=O